C(C1=CC=CC=C1)N1CSC=C1C(C)C 3-benzyl-4-isopropylthiazole